tert-Butyl (4S)-4-[4-(5-bromo-2-pyridyl)-3-[(6-sulfamoyl-2-pyridyl)amino]butyl]-2,2-dimethyl-pyrrolidine-1-carboxylate BrC=1C=CC(=NC1)CC(CC[C@H]1CC(N(C1)C(=O)OC(C)(C)C)(C)C)NC1=NC(=CC=C1)S(N)(=O)=O